BrC=1N=C(SC1)C[C@@H](C(=O)N1N[C@@H]([C@H](CC1)C)C(=O)O)NC(=O)OC(C)(C)C (3S,4S)-1-((S)-3-(4-bromothiazol-2-yl)-2-((tert-butoxycarbonyl)amino)propionyl)-4-methylhexahydropyridazin-3-carboxylic acid